1-[2-(6,6-Dimethyl-11-oxo-6,11-dihydro-benzo[b]naphtho[2,3-d]furan-8-yloxy)-ethyl]-piperazin-2-one CC1(C2=CC(=CC=C2C(C=2C3=C(OC21)C=CC=C3)=O)OCCN3C(CNCC3)=O)C